OCC=1C=C(C(=O)OC)C=C(C1)CO methyl 3,5-dihydroxymethylbenzoate